[I-].C1CCCCCC1 cycloheptane iodide